Isoamyl nicotinate C(C1=CN=CC=C1)(=O)OCCC(C)C